6-sulpho-N-acetylglucosamine S(=O)(=O)(O)C([C@@H]1[C@H]([C@@H]([C@H](C(O)O1)NC(C)=O)O)O)O